6,7-dichloro-9-((2-hydroxyethyl)amino)-2-methyl-10-(1H-pyrazol-4-yl)-3,4-dihydropyrazino[1,2-a]indol-1(2H)-one ClC1=C(C=C(C=2C(=C3N(C12)CCN(C3=O)C)C=3C=NNC3)NCCO)Cl